C(C1CO1)OCC (glycidyloxymethyl)methane